4-methyl-6-oxo-1,6-dihydropyridine CC=1C=CNC(C1)=O